N-{7-[6-({[(2-cyano-2-methylethyl)carbamoyl]methyl}carbamoyl)pyridin-2-yl]naphthalen-1-yl}prop-2-enamide C(#N)C(CNC(=O)CNC(=O)C1=CC=CC(=N1)C1=CC=C2C=CC=C(C2=C1)NC(C=C)=O)C